COC=1C=C(C=C(C1)OC)NC1=CC=C2N=CC(=NC2=C1)C=1C=NN(C1)[C@H]1CN(CC1)C(=O)C1CN(C1)C(C=C)=O (R)-1-(3-(3-(4-(7-((3,5-dimethoxyphenyl)amino)-quinoxalin-2-yl)-1H-pyrazol-1-yl)pyrrolidine-1-carbonyl)azetidin-1-yl)prop-2-en-1-one